OC1=C(C(=O)C2=C(C=CC=C2)OCC)C=CC(=C1)O 2,4-dihydroxy-2'-ethoxybenzophenone